1-ethyl-3-methylimidazoline bis(trifluoromethanesulfonyl)imide salt [N-](S(=O)(=O)C(F)(F)F)S(=O)(=O)C(F)(F)F.C(C)N1CN(CC1)C